COC1=C(C(=CC=C1)C(F)(F)F)[N+](=O)[O-] 1-methoxy-2-nitro-3-(trifluoromethyl)benzene